CC1CCC(N(C1)C(C(=O)NC=1C=NC=C(C(=O)N)C1)=O)C=1SC=CC1 5-(2-(5-methyl-2-(thiophen-2-yl)piperidin-1-yl)-2-oxoacetamido)nicotinamide